tert-butyl ((3S,6S,9aS)-3-(3-(4-(3-methoxyazetidin-1-yl)pyridin-3-yl)azetidine-1-carbonyl)-5-oxooctahydro-1H-pyrrolo[1,2-a]azepin-6-yl)carbamate COC1CN(C1)C1=C(C=NC=C1)C1CN(C1)C(=O)[C@@H]1CC[C@H]2N1C([C@H](CCC2)NC(OC(C)(C)C)=O)=O